ClS(=O)(=O)CCCNS(=O)(=O)CCCNC(OCC1C2=CC=CC=C2C=2C=CC=CC12)=O (9H-fluoren-9-yl)methyl (3-(N-(3-(chlorosulfonyl)propyl)sulfamoyl)propyl)carbamate